C(#N)C1N(CC(C1)(F)F)C(CNC(=O)C1=CC=NC2=CC=C(C=C12)C=CC=1C=NC(=CC1)OC)=O N-(2-(2-cyano-4,4-difluoropyrrolidin-1-yl)-2-oxoethyl)-6-(2-(6-methoxypyridin-3-yl)vinyl)quinoline-4-carboxamide